O=C1N(C=2C=CC(=C3CCCN1C23)N2CCNCC2)C2C(NC(CC2)=O)=O 3-(2-oxo-7-(piperazin-1-yl)-5,6-dihydro-4H-imidazo[4,5,1-ij]quinolin-1(2H)-yl)piperidine-2,6-dione